3-methylimidazole sodium hexafluorophosphate F[P-](F)(F)(F)(F)F.[Na+].CN1C=NC=C1